N2,N4,N6-tris(methoxymethyl)-1,3,5-triazin-2,4,6-triamine COCNC1=NC(=NC(=N1)NCOC)NCOC